N1(N=CN=C1)C=1N=CC(=NC1)C=1C(=C(C=CC1)NC1=CC(=NC=C1C(=O)NC([2H])([2H])[2H])NC(=O)C1CC1)OC 4-((3-(5-(1H-1,2,4-triazol-1-yl)pyrazin-2-yl)-2-methoxyphenyl)amino)-6-(cyclopropanecarboxamido)-N-(methyl-d3)nicotinamide